ClC=1C=C(C=C(C1OC=1C=C2C(=CC(=NC2=CC1)C=C)C)Cl)N1N=C(C(NC1=O)=O)C#N 2-(3,5-dichloro-4-((4-methyl-2-vinylquinolin-6-yl)oxy)phenyl)-3,5-dioxo-2,3,4,5-tetrahydro-1,2,4-triazine-6-carbonitrile